7-(difluoromethyl)-1-methyl-5-(2-pyridylmethyl)benzoimidazol-2-amine FC(C1=CC(=CC2=C1N(C(=N2)N)C)CC2=NC=CC=C2)F